NC1=CC2=C(N(C(C(O2)C)=O)CC2=CC=CC=C2)C=C1 7-amino-4-benzyl-2-methyl-2H-1,4-benzoxazin-3-one